O1C=C(C=C1)C1=CC=CC=2N1N=C(N2)C(=O)N[C@@H]2C(N(C=1N(CC2)N=CC1)C)=O |r| 5-(3-furyl)-N-[rac-(6S)-4-methyl-5-oxo-7,8-dihydro-6H-pyrazolo[1,5-a][1,3]diazepin-6-yl]-[1,2,4]triazolo[1,5-a]pyridine-2-carboxamide